2-[[(1R)-1-(3,6-Dimethyl-4-oxo-2-phenyl-chromen-8-yl)ethyl]amino]-6-fluoro-N'-hydroxy-benzamidine CC1=C(OC2=C(C=C(C=C2C1=O)C)[C@@H](C)NC1=C(C(=NO)N)C(=CC=C1)F)C1=CC=CC=C1